N-(3-methoxypropoxysilylpropyl)urea COCCCO[SiH2]CCCNC(=O)N